9-formyl-3-azaspiro[5.5]undecane C(=O)C1CCC2(CCNCC2)CC1